[(3aR,4R,6R,6aR)-4-methoxy-2,2-dimethyl-3a,4,6,6a-tetrahydrofuro[3,4-d][1,3]dioxol-6-yl]methanol CO[C@@H]1O[C@@H]([C@H]2OC(O[C@H]21)(C)C)CO